2-(3,4-dimethoxyphenyl)-7-fluoro-6-(r-isobutyl-[1,4'-bipiperidin]-4-yl)-1H-benzo[d]imidazole COC=1C=C(C=CC1OC)C1=NC2=C(N1)C(=C(C=C2)C2C[C@H](N(CC2)C2CCNCC2)CC(C)C)F